3-methylsuccinic acid 1-(1,3-bis(palmitoyloxy) propan-2-yl) ester C(CCCCCCCCCCCCCCC)(=O)OCC(COC(CCCCCCCCCCCCCCC)=O)OC(CC(C(=O)O)C)=O